FC1=C(C(=C(C(=C1F)F)F)F)C#CC(=O)OC(C#CC1=C(C(=C(C(=C1F)F)F)F)F)=O 3-(2,3,4,5,6-pentafluorophenyl)-2-propynoic acid anhydride